(((1R,2S)-2-fluorocyclopropyl)methyl)-1H-pyrazolo[3,4-b]pyrazin F[C@@H]1[C@H](C1)CN1N=CC=2C1=NC=CN2